C(CCCCCC)OC(CCC)=O.C1(=CC=CC=C1)C1=C(C(=C(C=C1)C=1[Se]C2=C(C1C1=C(C(=CC=3C4=CC=CC=C4CC13)C)C)C=CC=C2)C2=NN=NC=C2)C2=CC=CC=C2 diphenyltriazinyl-[(dimethylfluorenyl)benzoselenophenyl]benzene heptyl-butyrate